[C@H](C)(CC)NC=1N=CC2=C(N1)NC=C2C=2C=C(C=1N(C2)C(=CN1)CO)F (S)-(6-(2-(sec-butylamino)-7H-pyrrolo[2,3-d]pyrimidin-5-yl)-8-fluoroimidazo[1,2-a]pyridin-3-yl)methanol